2-chloro-6-(1-(tetrahydro-2H-pyran-2-yl)-1H-pyrazol-4-yl)pyrazine ClC1=NC(=CN=C1)C=1C=NN(C1)C1OCCCC1